N-((6-(3-(2-(4-((2-oxaspiro[3.3]heptan-6-ylamino)methyl)-3-methoxyphenyl)-3-chloropyridin-4-yl)-2-(trifluoromethyl)phenyl)-2-methoxypyridin-3-yl)methyl)-2-oxaspiro[3.3]heptan-6-amine C1OCC12CC(C2)NCC2=C(C=C(C=C2)C2=NC=CC(=C2Cl)C=2C(=C(C=CC2)C2=CC=C(C(=N2)OC)CNC2CC1(COC1)C2)C(F)(F)F)OC